4-fluoro-1-methylpYrrolidin FC1CCN(C1)C